(8S,9S,10R,13S,14S,17S)-10,13-dimethyl-17-((E)-1-((((4-nitrophenoxy)carbonyl)oxy)imino)ethyl)-1,2,6,7,8,9,10,11,12,13,14,15,16,17-tetradecahydro-3H-cyclopenta[a]phenanthren-3-one C[C@]12[C@H]3CC[C@@]4([C@H](CC[C@H]4[C@@H]3CCC2=CC(CC1)=O)/C(/C)=N/OC(=O)OC1=CC=C(C=C1)[N+](=O)[O-])C